9-(3-bicyclo[1.1.1]pentyl)-6-chloro-7H-purin-8-one C12CC(C1)(C2)N2C1=NC=NC(=C1NC2=O)Cl